pentamethylcyclopentadienyl-(1-ethyl-5,6,7,8-tetrahydro-1H-cyclopenta[b]naphthalene) hafnium [Hf].CC1=C(C(=C(C1(C1(C=CC=2C1=CC=1CCCCC1C2)CC)C)C)C)C